N-(3,4-dihydroxyphenethyl)methacrylamide OC=1C=C(CCNC(C(=C)C)=O)C=CC1O